3-[(3-chloro-2-methoxyphenyl)amino]-2-{3-[2-(pyrrolidin-2-yl)ethynyl]pyridin-4-yl}-1H,5H,6H,7H-pyrrolo[3,2-c]pyridin-4-one ClC=1C(=C(C=CC1)NC1=C(NC2=C1C(NCC2)=O)C2=C(C=NC=C2)C#CC2NCCC2)OC